5-(3,4-dichlorophenoxy)-N-(methylsulfonyl)-2-naphthamide ClC=1C=C(OC2=C3C=CC(=CC3=CC=C2)C(=O)NS(=O)(=O)C)C=CC1Cl